2,4-dimethyl-styreneacetamidobenzenesulfonyl azide CC1=C(C=CCC(=O)NC2=C(C=CC=C2)S(=O)(=O)N=[N+]=[N-])C=CC(=C1)C